C(C)(=O)OCOC1=C(C(=CC(=C1)CCCCC)O)CC=C(CCC=C(C)C)C (2-(3,7-dimethylocta-2,6-dien-1-yl)-3-hydroxy-5-pentylphenoxy)methyl acetate